FC1(CCC(CC1)[C@H](NC(=O)C1=CC=NN1CC)C=1N=C2N(N=C(C=C2)CC2C(NC(C2)C(C)(F)F)=O)C1)F N-((1S)-(4,4-difluorocyclohexyl)(6-((5-(1,1-difluoroethyl)-2-oxopyrrolidin-3-yl)methyl)imidazo[1,2-b]pyridazin-2-yl)methyl)-1-ethyl-1H-pyrazole-5-carboxamide